methyl 4-(3-((1-(4-chlorophenyl)-2-oxo-2-(6-(trifluoromethoxy) indolin-1-yl) ethyl) amino)-5-methoxyphenoxy)-2-methylbutanoate ClC1=CC=C(C=C1)C(C(N1CCC2=CC=C(C=C12)OC(F)(F)F)=O)NC=1C=C(OCCC(C(=O)OC)C)C=C(C1)OC